2-[8-cyano-2-[(2-methylpropan-2-yl)oxycarbonyl]-3,4-dihydro-1H-isoquinolin-6-yl]acetic acid C(#N)C=1C=C(C=C2CCN(CC12)C(=O)OC(C)(C)C)CC(=O)O